tert-butyl ((1R,4R)-4-((5-(methylthio)pyrimidin-2-yl)amino)cyclopent-2-en-1-yl)carbamate CSC=1C=NC(=NC1)N[C@H]1C=C[C@@H](C1)NC(OC(C)(C)C)=O